[N+](=O)([O-])C=1C=C2C=CNC(C2=CC1)=O 6-nitro-2H-isoquinolin-1-one